N-((2R,3S,5R)-2-(((4-(2,5-difluoro-3-hydroxyphenyl)cyclohexyl)oxy)methyl)-5-methylpyrrolidin-3-yl)-N-(4-methoxybenzyl)methanesulfonamide FC1=C(C=C(C=C1O)F)C1CCC(CC1)OC[C@@H]1N[C@@H](C[C@@H]1N(S(=O)(=O)C)CC1=CC=C(C=C1)OC)C